ClC1=C(C(=CC(=C1)C#N)Cl)NC=1N(C2=NC(=NC=C2N1)N[C@H]1C[C@H](CCC1)O)C1CCC(CC1)C(=O)N (1S,4s)-4-(8-(2,6-dichloro-4-cyanophenylamino)-2-((1R,3S)-3-hydroxycyclohexylamino)-9H-purin-9-yl)cyclohexanecarboxamide